(R)-4-chloro-6-(2-(5-fluoro-2-methoxyphenyl)tetrahydropyrrol-1-yl)pyrido[3,2-d]pyrimidine ClC=1C2=C(N=CN1)C=CC(=N2)N2[C@H](CCC2)C2=C(C=CC(=C2)F)OC